3-vinylbenzoate C(=C)C=1C=C(C(=O)[O-])C=CC1